C(C1=CC=CC=C1)N(CCN1CCC(CC1)(O)C=1C(=C2CN(C(C2=CC1F)=O)C1C(NC(CC1)=O)=O)F)C 3-(5-(1-(2-(benzyl(methyl)amino)ethyl)-4-hydroxypiperidin-4-yl)-4,6-difluoro-1-oxoisoindolin-2-yl)piperidine-2,6-dione